dibromo[2,6-bis[4-(S)-isopropyl-2-oxazolyl]-4-phenylmethylpyridine] cobalt [Co].BrC=1C(=C(C(=NC1C=1OC=C(N1)C(C)C)C=1OC=C(N1)C(C)C)Br)CC1=CC=CC=C1